[4-[{7-[di(2H3)methylamino]-5-methyl-[1,2,4]triazolo[1,5-a]pyrimidin-6-yl}methyl]phenyl](imino)methyl-λ6-sulfanone C([2H])([2H])([2H])N(C1=C(C(=NC=2N1N=CN2)C)CC2=CC=C(C=C2)[SH2](=O)C=N)C([2H])([2H])[2H]